C(=O)(O)C1=NC=CC=C1O 2-carboxy-3-hydroxypyridine